C[Si](CC(C(=O)O)(C1=CC=C(C=C1)N1CCOCC1)C)(C1=CC=CC=C1)C 3-(dimethyl-(phenyl)silyl)-2-methyl-2-(4-morpholinylphenyl)propionic acid